[Na].NOC(CO[Si](C)(C)C(C)(C)C)C=1C=C(C=NC1)C(F)(F)F 5-(1-(aminooxy)-2-(t-butyldimethylsilyloxy)ethyl)-3-(trifluoromethyl)pyridine sodium